(Z)-1-(4-hydroxybut-2-ene-1-yl)-N-(2-hydroxyethyl)-1H-pyrazole-4-carboxamide OC\C=C/CN1N=CC(=C1)C(=O)NCCO